2-(Pyridin-2-yl)pyridazin-3(2H)-one N1=C(C=CC=C1)N1N=CC=CC1=O